2-methyl-2-(((4-(methylthio)phenoxy)carbonyl)amino)propane-1,3-diyl diacrylate C(C=C)(=O)OCC(COC(C=C)=O)(NC(=O)OC1=CC=C(C=C1)SC)C